FC1=C(C=CC(=C1)F)C=1N=C(SC1)NC1=CC=C(C=C1)C(F)(F)F 4-(2,4-difluorophenyl)-N-(4-(trifluoromethyl)phenyl)thiazol-2-amine